CN1CCC(CC1)N1CC2=CC(=CC=C2C1)C1NC[C@H](CC1)C 2-(1-methyl-4-piperidyl)-6-[(5S)-5-methyl-2-piperidyl]isoindolin